(di-tert-butyl)phosphine C(C)(C)(C)PC(C)(C)C